C(CCCCC)[NH+](C)C n-hex-1-yl-(dimethylammonium)